N-[6-(cyclopropylmethoxy)-2-(4-oxocyclohexyl)indazol-5-yl]pyrazolo[1,5-a]pyrimidine-3-carboxamide C1(CC1)COC=1C(=CC2=CN(N=C2C1)C1CCC(CC1)=O)NC(=O)C=1C=NN2C1N=CC=C2